C(C)(C)(C)C=1C=C(C=C(C1)C(C)(C)C)C1=NC2=C(N1CCCCCC)C=CC=C2[N+](=O)[O-] 2-(3,5-di-tert-butylphenyl)-1-hexyl-4-nitro-1H-benzo[d]imidazole